CN1N=CC=C1C=1N=C(C2=C(N1)C=NC=C2)NC2(CCC2)C 2-(1-methyl-1H-pyrazol-5-yl)-N-(1-methylcyclobutyl)pyrido[3,4-d]Pyrimidin-4-amine